FC=1C(NC(NC1)=S)=O 5-fluorothio-uracile